N[C@H](C(=O)O)C1CCNCC1 (S)-2-amino-2-(piperidin-4-yl)acetic acid